6-cyclopropyl-1-oxo-3,4-dihydroisoquinolin C1(CC1)C=1C=C2CCNC(C2=CC1)=O